2-((4-(((S)-2-hydroxy-1-phenylethyl)amino)-5-(3-(quinuclidin-4-yl)-1,2,4-oxadiazol-5-yl)pyridin-2-yl)amino)-10,10a-dihydropyrido[2,3-a]indolizin-5(7H)-one OC[C@H](C1=CC=CC=C1)NC1=CC(=NC=C1C1=NC(=NO1)C12CCN(CC1)CC2)NC=2C=CC1=C(C3CC=CCN3C1=O)N2